ClC1=CC=C(C=C1)C=1C=C(C(N(N1)C=1C=NN(C1)C)=O)C(=O)NC1(CCN(CC1)CC(F)F)CO 6-(4-chlorophenyl)-N-(4-(hydroxymethyl)-1-(2,2-difluoroethyl)piperidin-4-yl)-2-(1-methyl-1H-pyrazole-4-yl)-3-oxo-2,3-dihydropyridazine-4-carboxamide